tert-butyl (2-oxobutyl)carbamate O=C(CNC(OC(C)(C)C)=O)CC